5-(4-hydroxyphenyl)-10,15,20-tri(4-chlorophenyl)porphyrin copper [Cu].OC1=CC=C(C=C1)C=1C2=CC=C(N2)C(=C2C=CC(C(=C3C=CC(=C(C=4C=CC1N4)C4=CC=C(C=C4)Cl)N3)C3=CC=C(C=C3)Cl)=N2)C2=CC=C(C=C2)Cl